4-methoxy-6-(1-(1-(piperidine-4-carbonyl)piperidin-4-yl)-1H-pyrazol-4-yl)pyrazolo[1,5-a]pyridine-3-carbonitrile COC=1C=2N(C=C(C1)C=1C=NN(C1)C1CCN(CC1)C(=O)C1CCNCC1)N=CC2C#N